N-(1,3-Benzodioxol-5-yl)-3-[6-(2,2-dimethylpropanoyl)-3-(trifluoromethyl)-5,7-dihydro-4H-pyrazolo[3,4-c]pyridin-1-yl]-N-methyl-benzamide O1COC2=C1C=CC(=C2)N(C(C2=CC(=CC=C2)N2N=C(C1=C2CN(CC1)C(C(C)(C)C)=O)C(F)(F)F)=O)C